2-fluoro-6-methylpyridin-3-amine FC1=NC(=CC=C1N)C